α-(2,4-dichlorophenyl)-β-fluoro-β-propyl-1H-1,2,4-triazole-1-ethanol ClC1=C(C=CC(=C1)Cl)C(C(N1N=CN=C1)(CCC)F)O